Tert-butyl (cis-3-((5-nitro-1-tosyl-1H-pyrrolo[2,3-b]pyridin-4-yl)amino)cyclobutyl)carbamate [N+](=O)([O-])C=1C(=C2C(=NC1)N(C=C2)S(=O)(=O)C2=CC=C(C)C=C2)N[C@H]2C[C@H](C2)NC(OC(C)(C)C)=O